N-((1R)-1-cyclohexyl-2-(9-methyl-10-oxo-7-phenyl-3,9-diazaspiro[5.5]undecan-3-yl)-2-oxoethyl)-2-fluoro-5-(trifluoromethyl)benzamide C1(CCCCC1)[C@H](C(=O)N1CCC2(CC1)C(CN(C(C2)=O)C)C2=CC=CC=C2)NC(C2=C(C=CC(=C2)C(F)(F)F)F)=O